C(#N)C1(CN(C1)C(=O)NC=1SC(=C(N1)C1=CC(=CC=C1)C#N)C1=CC(=NC(=C1)C)C)C 3-cyano-N-[4-(3-cyanophenyl)-5-(2,6-dimethyl-4-pyridinyl)thiazol-2-yl]-3-methyl-azetidine-1-carboxamide